1-fluoro-N-(3,4,5-trichlorophenyl)-6,7,8,9-tetrahydro-5H-5,8-epiminocyclohepta[c]pyridine FC1N(C=CC2=C1CC1CCC2N1)C1=CC(=C(C(=C1)Cl)Cl)Cl